NC1=NC(=NC=C1)N1CCC(CC1)(O)CO 1-(4-aminopyrimidin-2-yl)-4-(hydroxymethyl)piperidin-4-ol